(R)-4,4-difluoro-N-(3-(2-((3-methoxy-1-methyl-1H-pyrazol-4-yl)amino)-5-methylpyrimidin-4-yl)-1H-indol-7-yl)-1-((R)-tetrahydrofuran-3-yl)pyrrolidine-2-carboxamide tin-indium-silver [Ag].[In].[Sn].FC1(C[C@@H](N(C1)[C@H]1COCC1)C(=O)NC=1C=CC=C2C(=CNC12)C1=NC(=NC=C1C)NC=1C(=NN(C1)C)OC)F